5-butyl-2-[[5-chloro-2-(2-oxa-6-azaspiro[3.3]heptan-6-yl)-4-pyridyl]methylamino]-4H-[1,2,4]triazolo[1,5-a]pyrimidin-7-one C(CCC)C=1NC=2N(C(C1)=O)N=C(N2)NCC2=CC(=NC=C2Cl)N2CC1(COC1)C2